C(#N)C=1C(=NC(=C(C1CC)C#N)C)SCC1=CC=C(CNC(C)=O)C=C1 N-(4-(((3,5-dicyano-4-ethyl-6-methylpyridin-2-yl)thio)methyl)benzyl)acetamide